3-(8-fluoro-4-oxo-3H-quinazolin-2-yl)propionic acid FC=1C=CC=C2C(NC(=NC12)CCC(=O)O)=O